[S].[Hg].COCCOCCOS(=O)(=O)[O-].C(CCC)N1C=[N+](C=C1)C 1-butyl-3-methylimidazolium 2-(2-methoxyethoxy)ethyl-sulfate mercury sulfur